Ethyl 2-[3-[[3-(5-methyl-1,2,4-oxadiazol-3-yl)benzoyl]amino]propanoylamino]-4-(trifluoromethyl)thiazole-5-carboxylate CC1=NC(=NO1)C=1C=C(C(=O)NCCC(=O)NC=2SC(=C(N2)C(F)(F)F)C(=O)OCC)C=CC1